C[N+](C)(C)CCOP(=O)(O)OCCCCCC(=O)[O-] The molecule is an ammonium betaine formed by deprotonation of the carboxylic acid group of 6-(O-phosphocholine)oxyhexanoic acid. It is an ammonium betaine and a member of phosphocholines. It is a conjugate base of a 6-(O-phosphocholine)oxyhexanoic acid. It is a conjugate acid of a 6-(O-phosphocholine)oxyhexanoate(1-). It is a tautomer of a 6-(O-phosphocholine)oxyhexanoic acid betaine.